OC1=C(C=C(C=C1CCOC(C(=C)C)=O)C(C)(C)C)N1N=C2C(=N1)C=CC(=C2)Cl 2-[2-hydroxy-3-(2-methacryloyloxyethyl)-5-tert-butylphenyl]-5-chlorobenzotriazole